N-(2,3-dihydro-1,4-benzoxazin-4-yl)-7-fluoro-4-[methyl-[3-(trifluoromethyl)cyclobutyl]amino]-8-(2,3,5-trifluorophenyl)quinoline O1CCN(C2=C1C=CC=C2)N2CC=C(C1=CC=C(C(=C21)C2=C(C(=CC(=C2)F)F)F)F)N(C2CC(C2)C(F)(F)F)C